N,N'-di-t-butoxycarbonyl-N'-(4-methylsulfonylphenyl)guanidine C(C)(C)(C)OC(=O)NC(=N)N(C1=CC=C(C=C1)S(=O)(=O)C)C(=O)OC(C)(C)C